N1=C(C=CC=C1)[C@@H]1[C@H](C1)C=1C(N(C=CC1)C1=CC(=NC=C1)C1=CC=NC=C1)=O ((1S,2S)-2-(pyridin-2-yl)cyclopropyl)-2H-[1,4':2',4''-terpyridin]-2-one